O=C1NC(CCC1N1C(C2=CC=CC(=C2C1=O)NCCOCCOCCOCCC(=O)OC(C)(C)C)=O)=O tert-Butyl 3-(2-(2-(2-((2-(2,6-dioxopiperidin-3-yl)-1,3-dioxoisoindolin-4-yl)amino)ethoxy) ethoxy)ethoxy)propanoate